C(C)(C)(C)OC(N[C@H](CO[Si](C1=CC=CC=C1)(C1=CC=CC=C1)C(C)(C)C)CCC(C(C)C)N)=O ((2S)-5-amino-1-((tert-butyldiphenylsilyl)oxy)-6-methylheptan-2-yl)carbamic acid tert-butyl ester